ClC(OC)Cl dichloro(methoxy)methane